COC1=C(C(=CC(=C1)C)C)C1=CC=C2C=CC(=NC2=N1)C1C(CCCC1)O 2-[7-(2-methoxy-4,6-dimethyl-phenyl)-1,8-naphthyridin-2-yl]cyclohexanol